N1=CN=CC(=C1)C=1C=C(CN2CCN(CC2)C(=O)N2N=C(C=C2)C(=O)N)C=CC1 1-(4-(3-(pyrimidin-5-yl)benzyl)piperazine-1-carbonyl)-1H-pyrazole-3-carboxamide